((2s,3R)-1-((2-chloro-4-nitrophenyl)amino)-3-methyl-1-oxopentan-2-yl)-2-hydroxybenzamide ClC1=C(C=CC(=C1)[N+](=O)[O-])NC([C@@H]([C@@H](CC)C)C=1C(=C(C(=O)N)C=CC1)O)=O